2-(1'-(3-(2,4-dioxotetrahydropyrimidin-1(2H)-yl)-4-methoxybenzoyl)-[1,4'-bipiperidine]-4-yl)acetic acid O=C1N(CCC(N1)=O)C=1C=C(C(=O)N2CCC(CC2)N2CCC(CC2)CC(=O)O)C=CC1OC